N-methyl-N-(3-bromobenzyl)amine CNCC1=CC(=CC=C1)Br